cesium, disodium salt [Na].[Na].[Cs]